CC1=NN(C2=C1CCC=1C=NC(=NC21)NC2=C(C=CC(=C2)N2CCN(CC2)C)OC(F)(F)F)CCOC(C)=O methyl-1-(2-acetoxyethyl)-8-((5-(4-methylpiperazin-1-yl)-2-(trifluoromethoxy)phenyl)amino)-4,5-dihydro-1H-pyrazolo[4,3-H]quinazoline